Tert-butyl 9-(2-ethoxy-2-oxo-ethyl)-3-azaspiro[5.5]undecane-3-carboxylate C(C)OC(CC1CCC2(CCN(CC2)C(=O)OC(C)(C)C)CC1)=O